3-[amino-(2-fluorophenyl)methyl]-3,4-dihydro-1H-pyrido[2,3-b]pyrazin-2-one NC(C1C(NC2=C(N1)N=CC=C2)=O)C2=C(C=CC=C2)F